pentynyl-lithium C(#CCCC)[Li]